2-[5-chloro-2-methyl-4-(1-methylcyclopentyl)phenyl]-4,4,5,5-tetramethyl-1,3,2-dioxaborolane ClC=1C(=CC(=C(C1)B1OC(C(O1)(C)C)(C)C)C)C1(CCCC1)C